tert-Butyl 4-(5-chloro-6-fluoro-1-methyl-indol-3-yl)piperidine-1-carboxylate ClC=1C=C2C(=CN(C2=CC1F)C)C1CCN(CC1)C(=O)OC(C)(C)C